N-[1-(cyclopropylmethyl)imidazol-4-yl]-4-methyl-3-[2-(3-pyridinyl)ethynyl]benzamide C1(CC1)CN1C=NC(=C1)NC(C1=CC(=C(C=C1)C)C#CC=1C=NC=CC1)=O